2-oxohexahydropyrimidin-4-one O=C1NCCC(N1)=O